4-cyano-4-[(dodecylsulfanyl)sulfanyl]pentanoic acid C(#N)C(CCC(=O)O)(C)SSCCCCCCCCCCCC